FC(OC=1C=C(C=CC1F)C=1C=C2C(=NC1)C=NN2C[C@H]2CNC(O2)=O)F |r| (RS)-5-[[6-[3-(Difluoromethoxy)-4-fluoro-phenyl]pyrazolo[4,3-b]pyridin-1-yl]methyl]oxazolidin-2-one